1,3-dioxoisoindolin-2-yl N-(((4-((S)-2-((S)-2-((tert-butoxycarbonyl)amino)propanamido)propanamido)benzyl)oxy)carbonyl)-N-methylglycinate C(C)(C)(C)OC(=O)N[C@H](C(=O)N[C@H](C(=O)NC1=CC=C(COC(=O)N(CC(=O)ON2C(C3=CC=CC=C3C2=O)=O)C)C=C1)C)C